(E)-4-tolualdehyde O-(2-chloro-6-((4,6-dimethoxypyrimidin-2-yl)thio)benzoyl) oxime ClC1=C(C(=O)O\N=C\C2=CC=C(C=C2)C)C(=CC=C1)SC1=NC(=CC(=N1)OC)OC